(S)-1-methyl-5-(1-(1-phenylethyl)-1H-pyrazol-4-yl)-4-(pyrrolidin-1-yl)pyridin-2(1H)-one CN1C(C=C(C(=C1)C=1C=NN(C1)[C@@H](C)C1=CC=CC=C1)N1CCCC1)=O